(1R,3r)-3-(3-(2-(1-methyl-1H-pyrazol-4-yl)-3H-imidazo[4,5-b]pyridin-7-yl)-3,8-diazabicyclo[3.2.1]oct-8-yl)cyclobutane-1-carbonitrile CN1N=CC(=C1)C1=NC=2C(=NC=CC2N2C[C@H]3CCC(C2)N3C3CC(C3)C#N)N1